2-((2-(didodecylamino)ethyl)(dodecyl)amino)ethan-1-ol C(CCCCCCCCCCC)N(CCN(CCO)CCCCCCCCCCCC)CCCCCCCCCCCC